methyl (R)-6-chloro-3-((1-(5-ethyl-2,9-dimethylimidazo[1,2-c]quinazolin-7-yl)ethyl)amino)picolinate ClC1=CC=C(C(=N1)C(=O)OC)N[C@H](C)C1=CC(=CC=2C=3N(C(=NC12)CC)C=C(N3)C)C